ClC=1C2=C(N3C(C1)=NC=C3)C(N(C2C2=C(C=CC(=C2)F)Cl)CC2=CC=C(C=C2)OC)=O 4-chloro-3-(2-chloro-5-fluorophenyl)-2-[(4-methoxyphenyl)methyl]-2,3-dihydro-1H-pyrrolo[4,3-b]imidazo[2,1-f]pyridin-1-one